ICCC1=CC(=CC(=C1)CCI)CCI 1,3,5-tris(iodoethyl)benzene